6-(3-(1-(4-methyl-4H-1,2,4-triazol-3-yl)cyclobutyl)phenyl)-2-((neopentylamino)methyl)-4-(trifluoromethyl)-1,6-dihydro-7H-pyrrolo[2,3-c]pyridin-7-one CN1C(=NN=C1)C1(CCC1)C=1C=C(C=CC1)N1C(C2=C(C(=C1)C(F)(F)F)C=C(N2)CNCC(C)(C)C)=O